3-((hydroxyimino)methyl)-2-methyl-4-(methylthio)benzoic acid ethyl ester C(C)OC(C1=C(C(=C(C=C1)SC)C=NO)C)=O